NC1=C(C(=C2C(=NN(C2=C1)CC(F)F)F)Br)C(=O)C1=C(C=CC(=C1)F)Cl (6-amino-4-bromo-1-(2,2-difluoroethyl)-3-fluoro-1H-indazol-5-yl)(2-chloro-5-fluorophenyl)methanone